tert-butyl 4-((6-((5-isopropyl-1H-pyrazol-3-yl)amino)-3,5-dimethylpyrazin-2-yl)oxy)piperidine-1-carboxylate C(C)(C)C1=CC(=NN1)NC1=C(N=C(C(=N1)OC1CCN(CC1)C(=O)OC(C)(C)C)C)C